N(N)C(=O)OC(C)(C)C tert-butyl Hydrazinocarboxylate